2,4-dichloro-7-(4-fluorophenyl)-6,7-dihydro-5H-pyrrolo[2,3-d]Pyrimidine ClC=1N=C(C2=C(N1)N(CC2)C2=CC=C(C=C2)F)Cl